FC(C(O[Si](CC)(CC)CC)C=1C=C(C#N)C=CC1)(C=C)F 3-(2,2-difluoro-1-((triethylsilyl)oxy)but-3-en-1-yl)benzonitrile